FC(C(C(C(F)(F)F)(F)F)(F)F)([K])F perfluoro-1-butyl-potassium